tert-butyl (R)-(cyclopropylmethyl)(1-(1-((4-(5-(dimethylamino)pyridin-3-yl)-1H-1,2,3-triazol-1-yl)methyl)-2-oxo-1,2-dihydropyridin-4-yl)piperidin-3-yl)carbamate C1(CC1)CN(C(OC(C)(C)C)=O)[C@H]1CN(CCC1)C1=CC(N(C=C1)CN1N=NC(=C1)C=1C=NC=C(C1)N(C)C)=O